tert-butyl 3-[3-[3-[(4-methoxyphenyl)methyl]-2,4-dioxo-hexahydropyrimidin-1-yl] imidazo[1,2-a]pyridin-8-yl]-3,8-diazabicyclo[3.2.1]octane-8-carboxylate COC1=CC=C(C=C1)CN1C(N(CCC1=O)C1=CN=C2N1C=CC=C2N2CC1CCC(C2)N1C(=O)OC(C)(C)C)=O